Cl.CC1=NC(=NO1)CN (5-methyl-1,2,4-oxadiazol-3-yl)methan-amine-HCl